4-((6Z,9Z,28Z,31Z)-heptatriaconta-6,9,28,31-tetraen-19-yloxy)-N,N-dimethylbutan-1-amine CCCCC\C=C/C\C=C/CCCCCCCCC(CCCCCCCC\C=C/C\C=C/CCCCC)OCCCCN(C)C